6-(2,6-dimethoxyphenyl)-1-(4-(1-methyl-4-(trifluoromethyl)-1H-imidazol-2-yl)benzyl)-1H-pyrazolo[3,4-d]pyrimidine COC1=C(C(=CC=C1)OC)C1=NC=C2C(=N1)N(N=C2)CC2=CC=C(C=C2)C=2N(C=C(N2)C(F)(F)F)C